COCC=1C=CC2=C(N=C(N=C2N)NC2CCN(CC2)C)N1 7-(methoxymethyl)-N2-(1-methylpiperidin-4-yl)pyrido[2,3-d]pyrimidine-2,4-diamine